CSC=1C(=CC2=C(OCO2)C1)C1=NC2=CC=CC=C2C=C1 2-(6-(methylthio)benzo[D][1,3]Dioxol-5-Yl)quinoline